C1(CCCC1)N1C(C=CC(=C1)C1=NC(=NC=C1F)NC1=NC=C(C=C1)N1CCOCC1)=O cyclopentyl-5-(2-(5-morpholinopyridin-2-yl)amino-5-fluoropyrimidin-4-yl)-pyridin-2(1H)-one